N-(5-chloro-1H-pyrazol-4-yl)-2-phenyl-4H,10H-benzo[f]pyrazolo[5,1-c][1,4]oxazepin-7-amine ClC1=C(C=NN1)NC1=CC2=C(CN3C(CO2)=CC(=N3)C3=CC=CC=C3)C=C1